3-(2-((R*)-1-((3-(bis(3,4-dimethylbenzyl)amino)-6-chloro-1,2,4-triazin-5-yl)amino)ethyl)-5-cyclopropylpyrazolo[1,5-a]pyridin-7-yl)-3-azabicyclo[3.1.0]hexan-2-one CC=1C=C(CN(C=2N=NC(=C(N2)N[C@H](C)C2=NN3C(C=C(C=C3N3C(C4CC4C3)=O)C3CC3)=C2)Cl)CC2=CC(=C(C=C2)C)C)C=CC1C |o1:13|